C(CC)C=1CCOC1 4-propyldihydrofuran